NC=1C2=C(N=CN1)N(C=C2C2=CC(=C(C=C2)NC(=O)NC2=CC(=C(C=C2)OC2C(CN(CC2)C2COC2)F)C(F)(F)F)F)C2CC2 1-(4-(4-amino-7-cyclopropyl-7H-pyrrolo[2,3-d]pyrimidin-5-yl)-2-fluorophenyl)-3-(4-((3-fluoro-1-(oxetan-3-yl)piperidin-4-yl)oxy)-3-(trifluoromethyl)phenyl)urea